N-((1s,3s)-3-(6-((1-((1-(2-((2-(2,6-dioxopiperidin-3-yl)-1,3-dioxoisoindolin-5-yl)oxy)acetyl)piperidin-4-yl)methyl)piperidin-4-yl)amino)-9H-purin-9-yl)cyclobutyl)-6-methylpicolinamide O=C1NC(CC[C@@H]1N1C(C2=CC=C(C=C2C1=O)OCC(=O)N1CCC(CC1)CN1CCC(CC1)NC1=C2N=CN(C2=NC=N1)C1CC(C1)NC(C1=NC(=CC=C1)C)=O)=O)=O